3-((6-(3-fluorophenyl)-5-methylpyridin-3-yl)methyl)quinolin FC=1C=C(C=CC1)C1=C(C=C(C=N1)CC=1C=NC2=CC=CC=C2C1)C